C(#N)C1=CC=CC=2NC(=NC21)C(NC(=O)C=2C(=NOC2)C)C2CCCCCCC2 N-[(4-cyano-1H-benzimidazol-2-yl)(cyclooctyl)methyl]-3-methylisoxazole-4-carboxamide